1-amino-N-(3-(1-((5-(5-(difluoromethyl)-1,3,4-oxadiazol-2-yl)pyridin-2-yl)methyl)-1H-1,2,3-triazol-4-yl)phenyl)cyclobutan-1-carboxamide NC1(CCC1)C(=O)NC1=CC(=CC=C1)C=1N=NN(C1)CC1=NC=C(C=C1)C=1OC(=NN1)C(F)F